3-[[2-(5-chloro-2-hydroxy-phenyl)acetyl]amino]-N-(1,1-dimethylpropyl)benzamide ClC=1C=CC(=C(C1)CC(=O)NC=1C=C(C(=O)NC(CC)(C)C)C=CC1)O